(1-(2-(6,7-dimethoxyquinazolin-4-yl)acetyl)azetidin-3-yl)(imino)(methyl)-λ6-sulfanone COC=1C=C2C(=NC=NC2=CC1OC)CC(=O)N1CC(C1)S(=O)(C)=N